methyl 8-(4-(((S)-1-(((S)-1-((4-amino-phenyl) amino)-1-oxo-5-ureidopentyl-2-yl) amino)-3-methyl-1-oxobutyl-2-yl) amino)-4-oxobutanoyl)-8-azabicyclo[3.2.1]octane-3-carboxylate NC1=CC=C(C=C1)NC(C(CCCNC(=O)N)=NC(C(C(C)C)=NC(CCC(=O)N1C2CC(CC1CC2)C(=O)OC)=O)=O)=O